C(C)(C)(C)OC(=O)N1CCN(CC1)CC(=O)NC1=CC(=C(C=C1)F)C(NC1C(NC(CC1)=O)=O)=O 4-(2-((3-((2,6-Dioxopiperidin-3-yl)carbamoyl)-4-fluorophenyl)amino)-2-oxoethyl)piperazine-1-carboxylic acid tert-butyl ester